C(C)NC(CN)=O N-ethyl-glycine amide